COC(=O)C1C2C=CC(C1)C2 bicyclo[2.2.1]hept-2-ene-5-carboxylic acid methyl ester